C1(=CC=CC=C1)CN[SiH2]F phenylmethylaminofluorosilane